(7S)-2-Benzyl-7-methyl-3-[(3R)-piperidin-3-yl]-3H,6H,7H,8H,9H-imidazo[4,5-f]chinolin C(C1=CC=CC=C1)C=1N(C=2C(=C3CC[C@@H](NC3=CC2)C)N1)[C@H]1CNCCC1